SC(CCS(=O)(=O)[O-])CS 3,4-dimercaptobutanesulfonate